N-hydroxy-4-(2-methoxy-5-((2-methyl-4-quinazolinyl)(pentyl)amino)phenoxy)butanamide ONC(CCCOC1=C(C=CC(=C1)N(CCCCC)C1=NC(=NC2=CC=CC=C12)C)OC)=O